((1s,3s)-3-Hydroxy-3-methylcyclobutyl)(6-(4-methyl-3-(trifluoromethyl)benzyl)-2-azaspiro[3.3]heptan-2-yl)methanon OC1(CC(C1)C(=O)N1CC2(C1)CC(C2)CC2=CC(=C(C=C2)C)C(F)(F)F)C